[N+](=O)([O-])C=1C=C(COC(C=CCN)=O)C=C(C1)[N+](=O)[O-] 4-aminobut-2-enoic acid 3,5-dinitrobenzyl ester